benzyl 1-(2-(2-ethylbutylamino)-2-oxoethyl)-2-oxo-1,2-dihydro-pyridin-3-ylcarbamate C(C)C(CNC(CN1C(C(=CC=C1)NC(OCC1=CC=CC=C1)=O)=O)=O)CC